C(C)OC(=O)C1=C(N=C(S1)NC1=NC(=CC(=N1)N1CCC(CC1)O)C1=CC(=C(C(=C1)OC)OC)OC)C 2-[4-(4-hydroxy-piperidin-1-yl)-6-(3,4,5-trimethoxy-phenyl)-pyrimidin-2-ylamino]-4-methylthiazole-5-carboxylic acid ethyl ester